ClC=1C=C(C(=C(C#N)C1)F)OC1=C(N=CN(C1=O)CC1=C(N=C(NC1=O)C)C)C(C(F)(F)F)(F)F 5-chloro-3-((1-((2,4-dimethyl-6-oxo-1,6-dihydropyrimidin-5-yl)methyl)-6-oxo-4-(perfluoroethyl)-1,6-dihydropyrimidin-5-yl)oxy)-2-fluorobenzonitrile